perfluoro(5-cyano-3-oxa-1-hexene) FC(=C(OC(C(C(F)(F)F)(C#N)F)(F)F)F)F